7-chloro-2,2-dimethyl-2,3,4,5-tetrahydrobenzo[f][1,4]oxazepine ClC=1C=CC2=C(CNCC(O2)(C)C)C1